C1(=CC=CC=C1)C1=CC=C(C2=CC=CC=C12)C1=CC(=CC2=NN(N=C21)C2=CC=C(C=C2)C=2C=NC=CC2)C2=CC=C(C1=CC=CC=C21)C2=CC=CC=C2 4,6-bis(4-phenyl-naphthalen-1-yl)-2-{4-(pyridin-3-yl)phenyl}-2H-benzotriazole